2-[5-chloro-2-(4-morpholin-4-ylmethyl-phenylamino)-pyrimidin-4-ylamino]-thiophene-3-carboxylic acid hydroxyamide ONC(=O)C1=C(SC=C1)NC1=NC(=NC=C1Cl)NC1=CC=C(C=C1)CN1CCOCC1